OC=1C=NC(=NC1)N1CCN(CCC1)C(=O)OC(C)(C)C tert-butyl 4-(5-hydroxypyrimidin-2-yl)-1,4-diazacycloheptane-1-carboxylate